OC=1C(OC2=CC=CC=C2C1)=O HYDROXY-CHROMEN-2-ONE